6-bromo-7-hydroxy-3,4-dihydroquinolin-2(1H)-one BrC=1C=C2CCC(NC2=CC1O)=O